CN1N=C(C=C1)C1CC2(CC2)C1 methyl-3-(spiro[2.3]hexan-5-yl)-1H-pyrazole